Bis((2-bromoethyl)amino)phosphinic acid 5-nitro-4-phenoxy-2,3-dihydro-1H-inden-1-yl ester [N+](=O)([O-])C=1C(=C2CCC(C2=CC1)OP(=O)(NCCBr)NCCBr)OC1=CC=CC=C1